[C@@H](C)(CC)C1=CC=C(C=C1)C1CCN(CC1)C(=O)C1CC2(C1)NC(CC2)=O |r| (rac)-(2r,4s)-2-(4-(4-(sec-butyl)phenyl)piperidine-1-carbonyl)-5-azaspiro[3.4]Octane-6-one